FC(F)F trisFluoromethane